(S)-tert-butyl 3-(2-chloro-6-(6-(methylcarbamoyl)pyrimidin-4-yl)pyridin-4-yl)-4-(methylsulfonyl)piperazine-1-carboxylate ClC1=NC(=CC(=C1)[C@H]1CN(CCN1S(=O)(=O)C)C(=O)OC(C)(C)C)C1=NC=NC(=C1)C(NC)=O